6-[2-(TERT-BUTYLDIMETHYLSILYL)ETHYNYL]-1-METHYL-7-NITROINDAZOLE [Si](C)(C)(C(C)(C)C)C#CC1=CC=C2C=NN(C2=C1[N+](=O)[O-])C